2-tert-butylthioferrocene C(C)(C)(C)SC=1[CH-]C=CC1.[CH-]1C=CC=C1.[Fe+2]